C1(CC1)C1(CCCCC1)NCC=1C=C2CN(C(C2=CC1)=O)C1C(NC(CC1)=O)=O 3-(5-(((1-cyclopropylcyclohexyl)amino)methyl)-1-oxoisoindolin-2-yl)piperidine-2,6-dione